O=C1NC(CCC1N1C(N(C2=C1C=CC(=C2)C2CCC(CC2)CC(=O)OC)C)=O)=O methyl 2-[4-[1-(2,6-dioxo-3-piperidyl)-3-methyl-2-oxo-benzimidazol-5-yl]cyclohexyl]acetate